ClC=1C=C(OC2CNC(NC2)=O)C=CC1C=1N(C2=NC=NC(=C2N1)OC1(CC1)C)CC1=NC=CC(=C1)C 5-(3-Chloro-4-(6-(1-methylcyclopropoxy)-9-((4-methylpyridin-2-yl)methyl)-9H-purin-8-yl)phenoxy)tetrahydropyrimidin-2(1H)-one